CC=1C(C1)C(=O)O 2-methylcycloprop-2-enecarboxylic acid